C(C1=CC=CC=C1)OC=1C=C2C=CNC2=CC1 5-(benzyloxy)-1H-indol